COC(=O)C=1C=CC=NC1 Pyridine-5-carboxylic acid methyl ester